C(C)(C)(C)C=1C=CC=2N(C3=CC=C(C=C3C2C1)C(C)(C)C)CCCCP(O)(O)=O [4-(3,6-di-tert-butyl-9H-carbazol-9-yl)butyl]phosphonic acid